N-(4-pyridyl)pyridine chloride hydrochloride Cl.[Cl-].N1=CC=C(C=C1)N1CC=CC=C1